COCCN1N=C(C(=C1C)C=1C=CC=2N(C1)N=NC2C(=O)NC=2C(=NC=C(C2)NC(CN2[C@H](CCC2)C)=O)C)C 6-[1-(2-methoxyethyl)-3,5-dimethyl-pyrazol-4-yl]-N-[2-methyl-5-[[2-[(2S)-2-methylpyrrolidin-1-yl]acetyl]amino]-3-pyridyl]triazolo[1,5-a]pyridine-3-carboxamide